tert-butyl 3-(2-(dimethylcarbamoyl)-7-(2-methoxyphenyl)benzofuran-5-yl)-5,6-dihydropyridine-1(2H)-carboxylate CN(C(=O)C=1OC2=C(C1)C=C(C=C2C2=C(C=CC=C2)OC)C=2CN(CCC2)C(=O)OC(C)(C)C)C